4-amino-N-(3-(3-aminoprop-1-yn-1-yl)-4-fluorophenyl)butanamide NCCCC(=O)NC1=CC(=C(C=C1)F)C#CCN